C(C)(=O)N1CCC(CC1)NC=1C=C(C(=O)O)C(=CN1)Cl 2-((1-acetylpiperidin-4-yl)amino)-5-chloroisonicotinic acid